C(C\C=C/CCCCCCCCCC)CC(=O)O.C(#N)C=1C(=CC2=C(C=3N(CCO2)C=C(N3)N3C(OC[C@H]3C(F)F)=C=O)C1)N[C@H](C(=O)N)C (S)-2-((10-cyano-2-((S)-4-(difluoromethyl)-2-carbonyloxazolidin-3-yl)-5,6-dihydrobenzo[f]imidazo[1,2-d][1,4]oxazepin-9-yl)amino)propionamide (Z)-3-Tetradecenyl-acetate